C(C)(C)(C)OC(NC=1C2=C(N=CN1)N(C(=C2)C=2C=NC(=CC2OCCOCCO[Si](C)(C)C(C)(C)C)Cl)COCC[Si](C)(C)C)=O N-[6-(4-{2-[(tert-Butyldimethylsilanyloxy)ethoxy]ethoxy}-6-chloropyridin-3-yl)-7-{[2-(trimethylsilyl)ethoxy]methyl}-7H-pyrrolo[2,3-d]pyrimidin-4-yl]carbamic acid tert-butyl ester